5-(hydroxymethyl)pyridine-3-boronic acid OCC=1C=C(C=NC1)B(O)O